FC1=C(C=CC=C1)C1=NN(C=C1C(F)(F)F)C1CC2(CN(C2)C=O)C1 (6-(3-(2-fluorophenyl)-4-(trifluoromethyl)-1H-pyrazol-1-yl)-2-azaspiro[3.3]heptan-2-yl)methanone